tert-butyl (S)-4-(4-((2,6-dioxopiperidin-3-yl)amino)-2-oxopyridin-1(2H)-yl)piperidine-1-carboxylate O=C1NC(CC[C@@H]1NC1=CC(N(C=C1)C1CCN(CC1)C(=O)OC(C)(C)C)=O)=O